2,3-dimethyl-octanol sodium [Na].CC(CO)C(CCCCC)C